tert-Butyl N-{1-[(3-hydroxyphenyl)methyl]piperidin-4-yl}carbamate OC=1C=C(C=CC1)CN1CCC(CC1)NC(OC(C)(C)C)=O